FC(S(=O)(=O)[O-])(F)F.FC1(CCN(CC1)C1=CC2=C(N=C(N=C2O)C)C=[N+]1C)F 6-(4,4-difluoropiperidin-1-yl)-4-hydroxy-2,7-dimethylpyrido[3,4-D]pyrimidin-7-ium trifluoromethanesulfonate